cyclopent-1-ene-1-carboxylic acid C1(=CCCC1)C(=O)O